C(C)(=O)NN1C=CC2=CC(=CC=C12)OC(F)(F)F 1-(acetylamino)-5-trifluoromethoxyindole